ClC=1C(=C(C=C(C1)C1=C(C=C(C=C1C)C)C)[C@H](CC(=O)OCC)NC(C(CC(C)C)N1C(C=C(C(=C1)CCN(C)C)C(F)(F)F)=O)=O)F Ethyl (3S)-3-(5-chloro-4-fluoro-2',4',6'-trimethyl-[1,1'-biphenyl]-3-yl)-3-(2-(5-(2-(dimethylamino)ethyl)-2-oxo-4-(trifluoromethyl)pyridin-1(2H)-yl)-4-methylpentanamido)propanoate